BrC1=CC=CC2=C1OCC=1N2N=C(N1)CO[Si](C)(C)C(C)(C)C 6-bromo-2-(((tert-butyldimethylsilyl)oxy)methyl)-4H-benzo[b][1,2,4]triazolo[1,5-d][1,4]oxazine